BrC1=C(C=CC=C1)C(C)O 1-(2-bromophenyl)ethan-1-ol